N-(3-iodoallyl)-glutarimide IC=CCN1C(CCCC1=O)=O